ClC1=CC(=NC=C1)C(=O)NC(CNC(OC(C)(C)C)=O)C tert-butyl (2-(4-chloropicolinamido)propyl)carbamate